C(C)(C)(C)SC=1C(=CC=2N(C1)C=C(N2)C(=O)OC)OC methyl 6-(tert-butylthio)-7-methoxyimidazo[1,2-a]pyridine-2-carboxylate